C(C1=CC=NC=C1)(=O)N[C@H](C(=O)NC=1C(N(C=CC1)CC(=O)NC1C2CC3CC(CC1C3)C2)=O)CCC(C(=O)NC)=O (S)-2-(Isonicotinamido)-N1-(1-(2-(2-adamantylamino)-2-oxoethyl)-2-oxo-1,2-dihydropyridin-3-yl)-N6-methyl-5-oxohexandiamid